(1R,2S,5S)-3,8-bis(2,2-diphenylacetyl)-3,8-diazabicyclo[3.2.1]octane-2-carboxylic acid C1(=CC=CC=C1)C(C(=O)N1[C@@H]([C@H]2CC[C@@H](C1)N2C(C(C2=CC=CC=C2)C2=CC=CC=C2)=O)C(=O)O)C2=CC=CC=C2